C(C)(C)C1=C(C=C(C=C1)C)N1/C(/SCC1=O)=N/C(OCC(C1=CC=C(C=C1)C1=NN(C=N1)C1=CC=C(C=C1)OC(F)(F)F)Cl)=O 2-Chloro-2-(4-(1-(4-(trifluoromethoxy)phenyl)-1H-1,2,4-triazol-3-yl)phenyl)ethyl (Z)-(3-(2-isopropyl-5-methylphenyl)-4-oxothiazolidin-2-ylidene)carbamate